C(C(O)C)(=O)OCCCCCCCCCCCCCCCCCCCCCC docosyl lactate